OC1=C(C=C(C2=CC=CC=C12)S(NC1=CC=C(C=C1)C(C)C)(=O)=O)C(=O)O 1-hydroxy-4-(N-(4-isopropylphenyl)sulfamoyl)-2-naphthoic acid